N1N=CC(=C1)C1=CC(=NC2=CC(=CC=C12)C1=CC=NN1C1OCCCC1)N 4-(1H-pyrazol-4-yl)-7-(1-(tetrahydro-2H-pyran-2-yl)-1H-pyrazol-5-yl)quinolin-2-amine